1-Tert-butyl 3-(5-(1-ethyl-1,4,5,6-tetrahydropyrrolo[3,4-c]pyrazole-5-carbonyl)-7-(2-ethyl-6-methylpyridin-3-yl)-3-fluoro-1H-indol-2-yl)-5,6-dihydropyridine-1(2H)-carboxylate C(C)N1N=CC2=C1CN(C2)C(=O)C=2C=C1C(=C(NC1=C(C2)C=2C(=NC(=CC2)C)CC)C=2CN(CCC2)C(=O)OC(C)(C)C)F